OCC(C)(C)NC(=O)C=1C=2C[C@@H]3[C@H](C2N(N1)C1=C(C=CC=C1)F)C3 (1aR,5aR)-2-(2-Fluoro-phenyl)-1a,2,5,5a-tetrahydro-1H-2,3-diaza-cyclopropa[a]pentalene-4-carboxylic acid (2-hydroxy-1,1-dimethyl-ethyl)-amide